COC1=NC=C(C=N1)C1CCC(CC1)\C=N\O (E)-N-{[4-(2-methoxypyrimidin-5-yl)cyclohexyl]methylidene}hydroxylamine